trans-4-[(6-cyanoindazol-2-yl)methyl]cyclohexanecarboxylic acid C(#N)C=1C=CC2=CN(N=C2C1)C[C@@H]1CC[C@H](CC1)C(=O)O